(diphenylfluorenyl)(biphenylyl)(terphenylyl)amine C1(=CC=CC=C1)C=1C(=C(C=2CC3=CC=CC=C3C2C1)N(C1=C(C=CC=C1)C=1C(=CC=CC1)C1=CC=CC=C1)C1=C(C=CC=C1)C1=CC=CC=C1)C1=CC=CC=C1